2-(5-(3-bromophenyl)-2-(cyclopropylmethyl)-1-(3-fluoro-4-aminosulfonylbenzyl)-1H-pyrrole-3-yl)-5-methylthiazole-4-carboxylate BrC=1C=C(C=CC1)C1=CC(=C(N1CC1=CC(=C(C=C1)S(=O)(=O)N)F)CC1CC1)C=1SC(=C(N1)C(=O)[O-])C